[C@H]12CN(C[C@H](CC1)O2)C2=C1C[C@@H](NCC1=CC=C2)CN([C@H]2CCCC=1C=CC=NC21)C (S)-N-(((R)-5-((1R,5S)-8-oxa-3-azabicyclo[3.2.1]octan-3-yl)-1,2,3,4-tetrahydroisoquinolin-3-yl)methyl)-N-methyl-5,6,7,8-tetrahydroquinolin-8-amine